NC1=NC(=C2N=CN(C2=N1)[C@H]1C[C@H](C1)COP(=O)(OC1=CC=C(C=C1)Br)N[C@@H](C)C(=O)OCC)OC ethyl (((cis-3-(2-amino-6-methoxy-9H-purin-9-yl)cyclobutyl)methoxy)(4-bromophenoxy)phosphoryl)-L-alaninate